N-({5-[5-(trifluoromethyl)-1,2,4-oxadiazol-3-yl]pyridin-2-yl}methyl)imidazo[1,2-a]pyridin-6-amine FC(C1=NC(=NO1)C=1C=CC(=NC1)CNC=1C=CC=2N(C1)C=CN2)(F)F